C1(=CC=C(C=C1)OC1=CC=C(C(=N1)C)[N+](=O)[O-])C1=CC=CC=C1 6-([1,1'-biphenyl]-4-yloxy)-2-methyl-3-nitropyridine